C(CC)C1OCCC(O1)C 2-propyl-4-methyl-1,3-dioxane